4-(2,6-dimethoxyphenyl)-5-phenyl-2-(pyridin-3-yl)oxazole COC1=C(C(=CC=C1)OC)C=1N=C(OC1C1=CC=CC=C1)C=1C=NC=CC1